8-Oxa-2-aza-spiro[4.5]decane-2-carboxylic acid (7-[1,4]dioxan-2-yl-4-methoxy-thiazolo[4,5-c]pyridin-2-yl)-amide O1C(COCC1)C=1C2=C(C(=NC1)OC)N=C(S2)NC(=O)N2CC1(CC2)CCOCC1